ClC=1C=C(C=CC1F)C1N(CCC(C1)C(=O)N)CC(N1CCC2(CCNC2=O)CC1)=O (3-chloro-4-fluorophenyl)-1-(2-oxo-2-(1-oxo-2,8-diazaspiro[4.5]decan-8-yl)ethyl)piperidine-4-carboxamide